N[C@@H]1CC[C@H](OC[C@H]1F)C1=C(C=NN1C)NC(=O)C=1N=C(SC1)C1=C(C=CC=C1)F N-(5-((2S,5R,6S)-5-amino-6-fluorooxepan-2-yl)-1-methyl-1H-pyrazol-4-yl)-2-(2-fluorophenyl)thiazole-4-carboxamide